4-[(2,3,6-trifluorobenzyl)amino]-2-[[1-(2-hydroxyethyl)-1H-pyrazol-4-yl]amino]pyrimidin-5-carboxamide FC1=C(CNC2=NC(=NC=C2C(=O)N)NC=2C=NN(C2)CCO)C(=CC=C1F)F